4-[6-amino-5-(p-chlorophenyl)-4-pyrimidinyl]-1H-pyrazol NC1=C(C(=NC=N1)C=1C=NNC1)C1=CC=C(C=C1)Cl